N1=C(C=CC=C1)CNCC(=O)O picolylglycine